(1-methylcyclobutyl)-1-[8-(3-methyl-1,2,4-oxadiazol-5-yl)-8-azabicyclo[3.2.1]oct-3-yl]piperidine-4-carboxamide CC1(CCC1)C1N(CCC(C1)C(=O)N)C1CC2CCC(C1)N2C2=NC(=NO2)C